C(C1=CC=CC=C1)[C@H]1[C@@H](C1)C(=O)OCC |r| (±)-trans-ethyl 2-benzylcyclopropanecarboxylate